FC=1C(=NC=CC1CN1CCC[C@H]2CCC[C@H]([C@H]12)O)C=1C=C2CN(C(C2=CC1)=O)C1CNCCC1 3-(5-(3-fluoro-4-(((4aR,8R,8aR)-8-hydroxyoctahydroquinolin-1(2H)-yl)methyl)pyridin-2-yl)-1-oxoisoindolin-2-yl)piperidine